N,N-dimethyldichlorophenylurea CN(C(=O)NC1=C(C(=CC=C1)Cl)Cl)C